(R)-2,2'-dichloromethyl-1,1'-binaphthyl CC1=CC2=CC=CC=C2C(=C1Cl)C3=C(C=CC4=CC=CC=C43)Cl